(5,6,7,8-tetrahydronaphthalene-1-oxy)-1,2,3,4-tetrahydronaphthalene C1(=CC=CC=2CCCCC12)OC1CCCC2=CC=CC=C12